(2-(5-amino-2-chlorophenyl-ethoxy)ethyl)(methyl)carbamic acid tert-butyl ester C(C)(C)(C)OC(N(C)CCOCCC1=C(C=CC(=C1)N)Cl)=O